2-(4-(tert-butyl)phenyl)acetamide C(C)(C)(C)C1=CC=C(C=C1)CC(=O)N